8-[2-fluoro-5-(trifluoromethyl)phenyl]-2,3-dimethyl-6-[(2R)-2-(1-methylpyrazol-4-yl)morpholin-4-yl]pyrimido[5,4-d]pyrimidin-4-one FC1=C(C=C(C=C1)C(F)(F)F)C1=NC(=NC2=C1N=C(N(C2=O)C)C)N2C[C@H](OCC2)C=2C=NN(C2)C